C1(=CC=CC=C1)C1=NC=NC(=N1)S(=O)(=O)C1=CC=CC=C1 4-phenyl-6-(phenylsulfonyl)-1,3,5-triazine